ClC=1C(=CC(=NC1)OC)C1=CC(=NN1)C(=O)N1CC(C(CC1)C(=O)NCC1=CC(=CC=C1)Cl)F (5-(5-chloro-2-methoxypyridin-4-yl)-1H-pyrazole-3-carbonyl)-N-(3-chlorobenzyl)-3-fluoropiperidine-4-carboxamide